N1(CCC1)CC1(CC1)NC(C(C)C1=CC=C(C=C1)C)=O N-(1-(azetidin-1-ylmethyl)cyclopropyl)-2-(p-tolyl)propanamide